bisisohexylamine C(CCC(C)C)NCCCC(C)C